OC1CC(C1)(C(=O)OC)OC methyl (1s,3s)-3-hydroxy-1-methoxycyclobutane-1-carboxylate